P(O)(O)OC1=C(C=C(C=C1)C(C)(C)C)C(C)(C)C 2,4-bis(1,1-dimethylethyl)phenol phosphite